C1(CC1)CN1C2[C@@]3(CCC([C@H]4[C@]3(CC1)C1=C(O4)C(=CC=C1C2)OC(CC(C)(C)C)=O)=C)O 3,3-dimethylbutyric acid (4aS,7aS,12bS)-3-(cyclopropylmethyl)-4a-hydroxy-7-methylene-2,3,4,4a,5,6,7,7a-octahydro-1H-4,12-methanobenzofuro[3,2-e]isoquinolin-9-yl ester